[14C]L-arabinose O=[14CH][C@H](O)[C@@H](O)[C@@H](O)CO